ClC=1C=C2CCN([C@H](C2=C(C1)Cl)C)C(=O)[C@H]1CN(CCO1)C=1C=NC=CC1C(C[N+](=O)[O-])O ((S)-6,8-dichloro-1-methyl-3,4-dihydroisoquinolin-2(1H)-yl)((2R)-4-(4-(1-hydroxy-2-nitroethyl)pyridin-3-yl)morpholin-2-yl)methanone